tert-butyl ((1-(5-((3-fluoro-1-(piperidin-4-yl)-1H-indol-4-yl)thio)pyrazin-2-yl)-4-methylpiperidin-4-yl)methyl)carbamate FC1=CN(C2=CC=CC(=C12)SC=1N=CC(=NC1)N1CCC(CC1)(C)CNC(OC(C)(C)C)=O)C1CCNCC1